C(C)(C)(C)OC(=O)N1C(CN(CC1)C(=O)OCC1=CC=CC=C1)CN 2-(Aminomethyl)piperazine-1,4-dicarboxylic acid (S)-4-benzyl ester 1-tert-butyl ester